BrC1=CC2=NC=C3C(=C2S1)N(C=N3)C 7-bromo-1-methyl-1H-imidazo[4,5-d]thieno[3,2-b]pyridine